trifluoro-nitrobiphenyl FC=1C(=C(C(=C(C1)C1=CC=CC=C1)[N+](=O)[O-])F)F